[Si](C)(C)(C(C)(C)C)OCC1CC2=C(C=C(C=C2C1)OCC#N)F 2-[[2-[[tert-Butyl(dimethyl)silyl]oxymethyl]-7-fluoro-2,3-dihydro-1H-inden-5-yl]oxy]acetonitrile